1-(9-(4-methoxybenzyl)-2-(6-methylpyridin-2-yl)-9H-purin-6-yl)-1H-pyrrolo[3,2-c]pyridin-4-amine COC1=CC=C(CN2C3=NC(=NC(=C3N=C2)N2C=CC=3C(=NC=CC32)N)C3=NC(=CC=C3)C)C=C1